BrC=1SC(=C(N1)C)C(C)=O 1-(2-bromo-4-methylthiazole-5-yl)ethane-1-one